BrC1=CC=C2C(CC(NC2=C1F)=O)=O 7-Bromo-8-fluoroquinoline-2,4(1H,3H)-dione